C1N(CC12CNCCC2)C2=C(C(N(C1=CC=CC=C21)C)=O)C#N 4-(2,6-diazaspiro[3.5]nonan-2-yl)-1-methyl-2-oxo-1,2-dihydroquinoline-3-carbonitrile